tertbutyl (1R,5S,6r)-6-((2-(8-methoxyimidazo[1,5-a]pyridin-3-yl)propan-2-yl)carbamoyl)-3-azabicyclo[3.1.1]heptane-3-carboxylate COC=1C=2N(C=CC1)C(=NC2)C(C)(C)NC(=O)C2[C@H]1CN(C[C@@H]2C1)C(=O)OC(C)(C)C